C(C)(C)(C)OC(=O)N1CCC(CC1)C1=CC=C(C=C1)NC1=NC(=CN=C1C#N)N1CCOCC1 4-[4-[(3-cyano-6-morpholino-pyrazin-2-yl)amino]phenyl]piperidine-1-carboxylic acid tert-butyl ester